BrC1=CC=C(C(=N1)C#CC1CC1)N 6-bromo-2-(2-cyclopropylethynyl)pyridin-3-amine